(5R)-8-Chloro-1-[trans-4-(pyridin-2-yloxy)cyclohexyl]-5,6-dihydro-4H-[1,2,4]triazolo[4,3-a][1]benzazepin-5-ol ClC=1C=CC2=C(C[C@H](CC=3N2C(=NN3)[C@@H]3CC[C@H](CC3)OC3=NC=CC=C3)O)C1